Ethylpropylaminoethyl Methacrylate C(C(=C)C)(=O)OCC(NCCC)CC